COC(=O)C=1C=CC=2N(C1)N=CC2C.COC([C@@H](N)CCCNC(N[N+](=O)[O-])=N)=O omega-nitro-L-arginine-methylester methyl-3-methylpyrazolo[1,5-a]pyridine-6-carboxylate